O1C2=C(OCC1)C(=CC=C2)C(=O)O 2,3-dihydrobenzo[b][1,4]dioxine-5-carboxylic acid